(7-fluoro-1-naphthyl)acetonitrile FC1=CC=C2C=CC=C(C2=C1)CC#N